C1(CC1)CN1C(=CC2=CC=CC=C12)C1=NC2=C(N1CC=1C=NN(C1)CC)C(=CC(=C2)C(=O)N2C[C@@H](C[C@H](C2)F)N)OC (3R,5R)-1-{2-[1-(cyclopropylmethyl)-1H-indol-2-yl]-1-[(1-ethyl-1H-pyrazol-4-yl)methyl]-7-methoxy-1H-1,3-benzodiazole-5-carbonyl}-5-fluoropiperidin-3-amine